CC=1C=C2C=NNC2=C(C1)S(=O)(=O)N1CC(CCC1)C(=O)O 1-((5-methyl-1H-indazol-7-yl)sulfonyl)piperidine-3-carboxylic acid